BrCC=1SC=CC1C(=O)OC methyl 2-(bromomethyl)thiophene-3-carboxylate